BrC=1C(C(=C(NC1C)COC)C(=O)O)=O 5-bromo-2-(methoxymethyl)-6-methyl-4-oxo-1,4-dihydropyridine-3-carboxylic acid